2-cyclopropoxy-3-[7-([4-[1-methyl-4-(trifluoromethyl)imidazol-2-yl]phenyl]methyl)-5H-pyrrolo[3,2-d]pyrimidin-2-yl]pyridine C1(CC1)OC1=NC=CC=C1C=1N=CC2=C(N1)C(=CN2)CC2=CC=C(C=C2)C=2N(C=C(N2)C(F)(F)F)C